trans-N-(4-(5-(5-chlorobenzofuran-2-yl)-1,3,4-oxadiazol-2-yl)cyclohexyl)-5-(4-chlorophenyl)-1,3,4-oxadiazol-2-carboxamide ClC=1C=CC2=C(C=C(O2)C2=NN=C(O2)[C@@H]2CC[C@H](CC2)NC(=O)C=2OC(=NN2)C2=CC=C(C=C2)Cl)C1